Br.C(=C)C1=CC=C(C=C1)P(C1=CC=C(C=C1)C=C)C1=CC=C(C=C1)C=C tris(4-vinylphenyl)phosphine hydrogen bromide salt